CC1(OCC[C@H](C1)N1N=C2N=C(C=NC2=C1)C1=C(C=C(C=C1C)C(F)(F)F)O)C (R)-2-(2-(2,2-dimethyltetrahydro-2H-pyran-4-yl)-2H-pyrazolo[3,4-b]pyrazin-6-yl)-3-methyl-5-(trifluoromethyl)phenol